C(#N)C=1C=C(C=CC1F)NC(=O)[C@@H]1CN(CC1)C(=O)C=1NC(=CC1)C=1C(=NC=NC1C)C (S)-N-(3-cyano-4-fluorophenyl)-1-(5-(4,6-dimethylpyrimidin-5-yl)-1H-pyrrole-2-carbonyl)pyrrolidine-3-carboxamide